N-[1-(3,4-dichlorophenyl)-2-(dimethylamino)ethyl]-2-nitro-4-(trifluoromethoxy)benzenesulfonamide ClC=1C=C(C=CC1Cl)C(CN(C)C)NS(=O)(=O)C1=C(C=C(C=C1)OC(F)(F)F)[N+](=O)[O-]